2-[2-benzyl-2H-indazol-5-yloxy]pyridino[3,4-d]pyrimidin-4-ol C(C1=CC=CC=C1)N1N=C2C=CC(=CC2=C1)OC=1N=C(C2=C(N1)C=NC=C2)O